1-(3-methoxyphenyl)-1-(1-methylpiperidin-4-yl)methylamine COC=1C=C(C=CC1)C(C1CCN(CC1)C)N